ClC1=CC=C(C=C1)N1C(=NC=2N(C(N(C(C12)=O)C)=O)[C@@H](C)C1=CC=C(C=C1)S(=O)(=O)N)C=1N(N=CC1)C 4-[(1S)-1-[7-(4-chlorophenyl)-1-methyl-8-(2-methylpyrazol-3-yl)-2,6-dioxopurin-3-yl]ethyl]benzenesulfonamide